N-(4-chlorophenyl)-N-(methyl-d3)-6-(4-(trifluoromethoxy)phenyl)pyrazine-2-carboxamide ClC1=CC=C(C=C1)N(C(=O)C1=NC(=CN=C1)C1=CC=C(C=C1)OC(F)(F)F)C([2H])([2H])[2H]